4-ethylcyclohexane-1,2-dicarboxylic acid dilithium salt [Li+].[Li+].C(C)C1CC(C(CC1)C(=O)[O-])C(=O)[O-]